cesium oleate salt C(CCCCCCC\C=C/CCCCCCCC)(=O)[O-].[Cs+]